7-(Oxetan-3-yl)-7-azaspiro[3.5]nonan-2-yl (8-amino-7-fluoro-6-(4-methyl-5,6,7,8-tetrahydro-1,5-naphthyridin-3-yl)isoquinolin-3-yl)carbamate NC=1C(=C(C=C2C=C(N=CC12)NC(OC1CC2(C1)CCN(CC2)C2COC2)=O)C=2C=NC=1CCCNC1C2C)F